FC1(CN(CCC1)N1C(C(=CC=C1)NC(C1=C(C=C(C=C1)NS(=O)(=O)CCO)N1CCC2(CC2)CC1)=O)=O)F N-(1-(3,3-difluoropiperidin-1-yl)-2-oxo-1,2-dihydropyridin-3-yl)-4-((2-hydroxyethyl)sulfonamido)-2-(6-azaspiro[2.5]octan-6-yl)benzamide